nonadecane-3,8-diol CCC(CCCCC(CCCCCCCCCCC)O)O